2-(3,4-epoxycyclohexyl)ethylphenyl-diethoxysilane C1(CC2C(CC1)O2)CC[Si](OCC)(OCC)C2=CC=CC=C2